(S)-1-azido-19-oxo-22-(12-sulfododecanamido)-3,6,9,12,15-pentaoxa-18-azatricosan-23-oic acid N(=[N+]=[N-])CCOCCOCCOCCOCCOCCNC(CC[C@@H](C(=O)O)NC(CCCCCCCCCCCS(=O)(=O)O)=O)=O